N=S(=O)(C)C1CN(C1)C(CC1=CC=NC2=CC(=CC=C12)OC)=O imino(1-(2-(7-methoxyquinolin-4-yl)acetyl)azetidin-3-yl)(methyl)-λ6-sulfanone